(R)-3-(propargylamino)piperidine-1-carboxylic acid tert-butyl ester C(C)(C)(C)OC(=O)N1C[C@@H](CCC1)NCC#C